CC1=C(N=CS1)C=1OC=2N=C(N=CC2N1)N1CCC2(CC1)[C@@H](C=1C(=NC=CC1)C2)N (S)-1'-(2-(5-methylthiazol-4-yl)oxazolo[5,4-d]pyrimidin-5-yl)-5,7-dihydrospiro[cyclopenta[b]pyridin-6,4'-piperidin]-5-amine